N(=[N+]=[N-])C(C(=O)NC1=NC=CC=C1C)(C)C1=CC(=C(C=C1)C1=CC=CC=C1)F 2-azido-2-(2-fluoro-[1,1'-biphenyl]-4-yl)-N-(3-methylpyridin-2-yl)propanamide